2-({[(9H-fluoren-9-yl)methoxy]carbonyl}[2-(trifluoromethoxy)ethyl]amino)acetic acid C1=CC=CC=2C3=CC=CC=C3C(C12)COC(=O)N(CC(=O)O)CCOC(F)(F)F